F[C@H]1C[C@@H](CN(C1)C(=O)OC1=CC=C(C=C1)C#N)N1C(CCCC1=O)C 4-cyanophenyl (3'S,5'S)-5'-fluoro-2-methyl-6-oxo[1,3'-bipiperidine]-1'-carboxylate